NCC(CNC(OC(C)(C)C)=O)O tert-butyl N-(3-amino-2-hydroxy-propyl)carbamate